CC(C=CNS(=O)C(C)(C)C)(C)C N-(3,3-dimethylbutenyl)-2-methylpropane-2-sulfinamide